OC1(CC(CCC1)NC=1N=NC(=C2C1C=NC=C2)C2=C(C=C(C=C2)C(F)(F)F)O)C 2-[4-[[3-hydroxy-3-methyl-cyclohexyl]amino]pyrido[3,4-d]pyridazin-1-yl]-5-(trifluoromethyl)phenol